C1=CC=CC=2OC3=C(C21)C=CC=C3 Di-benzofuran